fructose 1-phosphate P(=O)(O)(O)OCC(=O)[C@@H](O)[C@H](O)[C@H](O)CO